5-bromo-3-fluoro-N,N-dimethylpyridine-2-amine BrC=1C=C(C(=NC1)N(C)C)F